3-[(8aR)-2-[4-chloro-2-(trifluoromethyl)phenyl]-3-oxo-5,6,8,8a-tetrahydro-1H-imidazo[1,5-a]pyrazin-7-yl]-6-(2-ethoxypyridin-3-yl)pyridine-2-carbaldehyde ClC1=CC(=C(C=C1)N1C(N2[C@H](CN(CC2)C=2C(=NC(=CC2)C=2C(=NC=CC2)OCC)C=O)C1)=O)C(F)(F)F